C(C1=CC=CC=C1)OC1CC2C(C2C1)NC(OC(C)(C)C)=O tert-Butyl (3-(benzyloxy)bicyclo[3.1.0]hexan-6-yl)carbamate